tert-butyl (R)-4-(4-amino-2-(2-(sec-butoxy)-2-oxoethyl)phenyl)piperazine-1-carboxylate NC1=CC(=C(C=C1)N1CCN(CC1)C(=O)OC(C)(C)C)CC(=O)O[C@H](C)CC